C[C@H]1[C@@H]([C@H]([C@H]([C@@H](O1)OC2=CC(=C3C(=C2)OC(=C(C3=O)O[C@H]4[C@@H]([C@H]([C@@H]([C@H](O4)CO[C@H]5[C@@H]([C@H]([C@@H]([C@H](O5)CO)O)O)O)O)O)O)C6=CC=C(C=C6)O)O)O)O)O The molecule is a glycosyloxyflavone that is kaempferol having gentiobiosyl and alpha-L-rhamnosyl residues attached at positions O-3 and O-7 respectively. It has a role as a plant metabolite. It is a glycosyloxyflavone, a dihydroxyflavone, an alpha-L-rhamnoside, a gentiobioside, a disaccharide derivative and a polyphenol. It derives from a kaempferol.